N-(2-bromo-4-(perfluorobutan-2-yl)-6-(trifluoromethoxy)phenyl)-2-fluoro-3-(hydroxyamino)benzamide (4-((4-ethyl-3,5-dimethylphenyl)amino)cyclohexyl)carbamate C(C)C1=C(C=C(C=C1C)NC1CCC(CC1)NC(O)=O)C.BrC1=C(C(=CC(=C1)C(C(F)(F)F)(C(C(F)(F)F)(F)F)F)OC(F)(F)F)NC(C1=C(C(=CC=C1)NO)F)=O